OC1=CC=C(C=C1)C=1COC2=C(C1)C=C(C(=C2)O)O 3-(4-hydroxyphenyl)-2H-1-benzopyran-6,7-diol